OCC(COCC(COCC(CO)CO)(COCC(CO)CO)N1N=NC(=C1)CCCC(=O)O)CO 4-(1-(1,3-bis(3-hydroxy-2-(hydroxymethyl)propoxy)-2-((3-hydroxy-2-(hydroxymethyl)propoxy)methyl)propan-2-yl)-1H-1,2,3-triazol-4-yl)butanoic acid